(4-(Trifluoromethyl)phenyl)-3-(6-((trimethylsilyl)ethynyl)pyridin-3-yl)pyrazin-2-amine FC(C1=CC=C(C=C1)C=1N=C(C(=NC1)N)C=1C=NC(=CC1)C#C[Si](C)(C)C)(F)F